thiophene-borate B(O)(O)O.S1C=CC=C1